FC(C=1C=CN(N1)C)F 5-(difluoromethyl)-2-methylpyrazol